2-(3-cyclopropyl-5-methyl-4,5-dihydroimidazo[1,5-a]isoxazolo[3,4-c]pyridin-7-yl)-1,1,1-trifluoropropan-2-ol C1(CC1)C=1ON=C2C=3N(C(CC21)C)C(=NC3)C(C(F)(F)F)(C)O